cis-N-(2-chloropyrimidin-5-yl)-6-(((1S,3R)-3-methoxycyclohexyl)oxy)isoquinolin-1-amine ClC1=NC=C(C=N1)NC1=NC=CC2=CC(=CC=C12)O[C@@H]1C[C@@H](CCC1)OC